N-[4-[(6,7-dimethoxy-1,5-naphthyridin-4-yl)oxy]-3-fluorophenyl]-1-(2-hydroxypyridin-4-yl)-6-methyl-2-oxopyridine-3-carboxamide COC=1N=C2C(=CC=NC2=CC1OC)OC1=C(C=C(C=C1)NC(=O)C=1C(N(C(=CC1)C)C1=CC(=NC=C1)O)=O)F